3-[(3-chloro-2-fluorophenyl)amino]-2-[2-methoxypyrido[3,2-d]pyrimidin-8-yl]-1H,5H,6H,7H-pyrrolo[3,2-c]pyridin-4-one ClC=1C(=C(C=CC1)NC1=C(NC2=C1C(NCC2)=O)C2=CC=NC1=C2N=C(N=C1)OC)F